N-(3,1'-Dihydroxy[1,2']binaphthalenyl-4'-yl)-4-methoxy-benzensulfonamid OC=1C=C(C2=CC=CC=C2C1)C1=C(C2=CC=CC=C2C(=C1)NS(=O)(=O)C1=CC=C(C=C1)OC)O